Cl.Cl.N[C@H](C(=O)N[C@H](C(=O)O)C(C)C)CCC1=NC2=C(N1C)C=CC(=C2)N(CCCl)CCCl (2S)-2-[[(2S)-2-amino-4-[5-[bis(2-chloroethyl)amino]-1-methyl-benzimidazol-2-yl]butanoyl]amino]-3-methyl-butanoic acid dihydrochloride